1-(4-cyclopropyl-3-(trifluoromethyl)phenyl)ethan-1-one C1(CC1)C1=C(C=C(C=C1)C(C)=O)C(F)(F)F